N[C@@H](CC1=C2C=CN(C2=CC=C1)C(=O)OC(C)(C)C)C(=O)OC tert-butyl (S)-4-(2-amino-3-methoxy-3-oxopropyl)-1H-indole-1-carboxylate